Tert-butyl (4-fluoro-3-(2-iodo-1-((2-(trimethylsilyl)ethoxy)methyl)-1H-pyrrolo[2,3-b]pyridine-5-carboxamido)phenyl)carbamate FC1=C(C=C(C=C1)NC(OC(C)(C)C)=O)NC(=O)C=1C=C2C(=NC1)N(C(=C2)I)COCC[Si](C)(C)C